2-(4-hydroxy-3-prop-2-enylphenyl)-4-prop-2-enylphenol OC1=C(C=C(C=C1)C1=C(C=CC(=C1)CC=C)O)CC=C